F[C@@H]1CN(CC1)C1=NC=CC(=C1C1=NNC(=C1)C=1C=NC=CC1)C1=CC=CC=C1 (S)-2-(3-fluoropyrrolidin-1-yl)-4-phenyl-3-(5-(pyridin-3-yl)-1H-pyrazol-3-yl)pyridine